CCCCCC/C=C\CCCCCCCC(=O)O (9Z)-hexadecenoic acid